3-(5-(11-Hydroxyundec-1-yn-1-yl)-1-oxoisoindolin-2-yl)piperidine-2,6-dione OCCCCCCCCCC#CC=1C=C2CN(C(C2=CC1)=O)C1C(NC(CC1)=O)=O